6-(4-{1-[(2-Chlorophenyl)methyl]piperidin-4-yl}-1,4-diazepan-1-yl)-N-(pyridine-4-yl)pyridine-2-carboxamide ClC1=C(C=CC=C1)CN1CCC(CC1)N1CCN(CCC1)C1=CC=CC(=N1)C(=O)NC1=CC=NC=C1